COCOCC=1OC2=C(C1)C=CC=C2 ((methoxymethoxy)methyl)benzofuran